C=1CCC=C2C3=CC=CC=C3N(C12)C1=CC=C(C=C1)C1=CC=CC=C1 4-(3H-carbazol-9-yl)biphenyl